N1CC(C1)OC=1C=NC(=NC1)C1=C(C=C(C#N)C=C1)OC1=CC(=NC(=C1)N1CCOCC1)C 4-[5-(azetidin-3-yloxy)pyrimidin-2-yl]-3-(2-methyl-6-morpholin-4-ylpyridin-4-yl)oxybenzonitrile